4-methyl-phenyl-potassium trifluoroborate B(F)(F)F.CC1=CC=C(C=C1)[K]